N-(2-(tert-butylamino)-1-(2-chloro-5-fluorophenyl)-2-oxoethyl)-6-fluoro-2-(3-fluoro-5-(trifluoromethyl)phenyl)-1H-benzo[d]imidazole-7-carboxamide C(C)(C)(C)NC(C(C1=C(C=CC(=C1)F)Cl)NC(=O)C1=C(C=CC2=C1NC(=N2)C2=CC(=CC(=C2)C(F)(F)F)F)F)=O